ClC=1C=C(C=NC1C1=NC=CC=N1)NC(=O)[C@@H]1C[C@](C2=C1C=NC=1N2N=C(C1)F)(C)C1=NN(C=C1)C(C)(F)F (cis)-N-(5-chloro-6-(pyrimidin-2-yl)pyridin-3-yl)-8-(1-(1,1-difluoroethyl)-1H-pyrazol-3-yl)-2-fluoro-8-methyl-7,8-dihydro-6H-cyclopenta[e]pyrazolo[1,5-a]pyrimidine-6-carboxamide